5-[(3S,4R,5S)-3-acetamido-4,5-diacetoxy-1-piperidinyl]-5-oxo-pentanoic acid C(C)(=O)N[C@H]1CN(C[C@@H]([C@@H]1OC(C)=O)OC(C)=O)C(CCCC(=O)O)=O